C1=CC=CC=2C3=CC=CC=C3N(C12)C1=CC=C(C=C1)C1=CC=C2N=CC=3N(C2=C1)C=CC3 8-(4-(9H-carbazole-9-yl)phenyl)pyrrolo[1,2-a]quinoxaline